OC1=C(CNCC(=O)O)C=CC=C1 N-(2-hydroxybenzyl)glycine